2,2'-(methyl-(phenyl)silanediyl)dibenzoaldehyde C[Si](C1=C(C=O)C=CC=C1)(C1=C(C=O)C=CC=C1)C1=CC=CC=C1